Cl.C12C3=CC=CC=C3C(C=C1)N2 11-azatricyclo[6.2.1.02,7]Undec-2,4,6,9-tetraene hydrochloride